COC=1SC2=C(N1)C(=CC=C2N2C[C@@H](N([C@H](C2)C)C(=O)OC(C)(C)C)C)C(NC2=CC=1N(C=C2OC)N=C(C1)C)=O tert-butyl (2S,6S)-4-[2-methoxy-4-[(6-methoxy-2-methyl-pyrazolo[1,5-a]pyridin-5-yl)carbamoyl]-1,3-benzothiazol-7-yl]-2,6-dimethyl-piperazine-1-carboxylate